(4-(5-fluoropyridin-2-yl)-1,2,3,4-tetrahydroquinoxalin-1-carboxamido)piperidin-1-carboxylate FC=1C=CC(=NC1)N1CCN(C2=CC=CC=C12)C(=O)NC1N(CCCC1)C(=O)[O-]